COCCOC(C)O 2-(methoxy)ethoxyethanol